2,3-dimethylbutane-2,3-diamine dihydrochloride Cl.Cl.CC(C)(C(C)(N)C)N